2-{3-[(2R,6S)-2,6-dimethylmorpholine-4-carbonyl]-5,6-dihydrocyclopenta[c]pyrazol-1(4H)-yl}-1-[4-(4-fluoro-3,5-dimethylphenyl)piperidin-1-yl]ethan-1-one C[C@@H]1CN(C[C@@H](O1)C)C(=O)C=1C2=C(N(N1)CC(=O)N1CCC(CC1)C1=CC(=C(C(=C1)C)F)C)CCC2